IC=1C=NN(C1)C1CC(CC1)=O 3-(4-iodo-1H-pyrazol-1-yl)cyclopentan-1-one